(2S,4S)-N-((4-carbamimidoylthiophen-2-yl)methyl)-1-((4-phenoxybutanoyl)glycyl)-4-(trifluoromethyl)pyrrolidine-2-carboxamide C(N)(=N)C=1C=C(SC1)CNC(=O)[C@H]1N(C[C@H](C1)C(F)(F)F)C(CNC(CCCOC1=CC=CC=C1)=O)=O